(S)-7-chloro-2-methyl-5-(2-methylazetidine-1-yl)pyridino[3,4-b]pyrazine ClC1=CC=2C(=NC=C(N2)C)C(=N1)N1[C@H](CC1)C